CC=1C=C(C(=O)C2=CC3=C(C=C2[N+](=O)[O-])OCO3)C=C(C1)C 1-(3,5-dimethylbenzoyl)-3,4-methylenedioxy-6-nitrobenzene